FC1=CC=C(C=C1)N1CC(C2=C1N=C(N=C2NC)NC21CC(C2)(C1)N1C=NC(=C1)C)(C)C 7-(4-fluorophenyl)-N4,5,5-trimethyl-N2-[3-(4-methylimidazol-1-yl)-1-bicyclo[1.1.1]pentanyl]-6H-pyrrolo[2,3-d]pyrimidine-2,4-diamine